OC12CCC(CC1)(C2)N2C1=NC(=NC=C1N(C2=O)C([2H])([2H])[2H])NC=2C(=CC=1N(C2)N=CN1)C 9-(4-hydroxybicyclo[2.2.1]heptan-1-yl)-7-(methyl-d3)-2-((7-methyl-[1,2,4]triazolo[1,5-a]pyridin-6-yl)amino)-7,9-dihydro-8H-purin-8-one